C(#N)C1(CC1)C1=CC(=C(C(=O)O)C=C1)SCC 4-(1-cyanocyclopropyl)-2-ethylsulfanyl-benzoic acid